FC(OC1=NC=CC(=C1)CNC(=O)NC1CC(C1)C)F 1-[[2-(difluoro-methoxy)pyridin-4-yl]methyl]-3-((1r,3r)-3-methylcyclobutyl)urea